IC=1C(C(C=2C=CC3=CC=C(C=C3C2C1)I)=O)=O 3,6-diiodophenanthrenequinone